BrC1=C(C=CC(=C1)F)C=1C(=NN(C1)CC)C(F)(F)F 4-(2-bromo-4-fluorophenyl)-1-ethyl-3-(trifluoromethyl)-1H-pyrazole